(3-(5-(cis-3-hydroxycyclobutyl)isoxazol-3-yl)bicyclo[1.1.1]Pent-1-yl)carbamic acid tert-butyl ester C(C)(C)(C)OC(NC12CC(C1)(C2)C2=NOC(=C2)[C@@H]2C[C@@H](C2)O)=O